4-(2-(((R)-((R and S)-2,3-dihydro-1H-pyrido[2,3-b][1,4]thiazin-3-yl)(phenyl)methyl)amino)ethyl)benzonitrile N1C2=C(S[C@H](C1)[C@@H](C1=CC=CC=C1)NCCC1=CC=C(C#N)C=C1)N=CC=C2 |&1:4|